FC(C1=NC=CC(=C1)B1OC(C)(C)C(C)(C)O1)(F)F 2-(trifluoromethyl)pyridine-4-boronic acid pinacol ester